3-(4-methoxypyridin-3-yl)-2-[4-(4-methyl-4H-1,2,4-triazol-3-yl)piperidin-1-yl]benzonitrile COC1=C(C=NC=C1)C=1C(=C(C#N)C=CC1)N1CCC(CC1)C1=NN=CN1C